N-((3-(7-(((3S,4R)-3-fluoro-1-methylpiperidin-4-yl)amino)-3-((R)-oxiran-2-yl)pyrazolo[1,5-a]pyridin-2-yl)-1,2,4-oxadiazol-5-yl)methyl)cyclopropanecarboxamide F[C@H]1CN(CC[C@H]1NC1=CC=CC=2N1N=C(C2[C@H]2OC2)C2=NOC(=N2)CNC(=O)C2CC2)C